COC(C1=C(C(=C(C=C1)OC)CCC(=C)C)OC)=O 3-Isopentenyl-2,4-dimethoxy-benzoic acid methyl ester